3-ethoxy-4-(4-isopropyl-2,5-dioxoimidazolidin-4-yl)benzoic acid C(C)OC=1C=C(C(=O)O)C=CC1C1(NC(NC1=O)=O)C(C)C